COC1=CC=CC(=N1)C1=CN2C(S1)=C(C=N2)C(=O)OCC ethyl 2-(6-methoxypyridin-2-yl)pyrazolo[5,1-b]thiazole-7-carboxylate